7-bromo-5-chloro-6-fluoro-3,4-dihydronaphthalen-1(2H)-one BrC1=C(C(=C2CCCC(C2=C1)=O)Cl)F